CC1=C2C=C(N(C2=CC=C1CN1CCC2(CN(C2)C2=NC=NC3=CC=C(C=C23)CC(F)(F)F)CC1)CC1CC(NCC1)=O)C#N 4-methyl-1-[(2-oxo-4-piperidyl)methyl]-5-[[2-[6-(2,2,2-trifluoroethyl)quinazolin-4-yl]-2,7-diazaspiro[3.5]nonan-7-yl]methyl]indole-2-carbonitrile